hydroxydichlorozinc glycidyl-methacrylate C(C1CO1)OC(C(=C)C)=O.O[Zn](Cl)Cl